N-(1-(3-chlorophenyl)-6-(4-chlorophenyl)-1H-pyrazolo[3,4-d]pyrimidin-4-yl)-5-nitrothiophene-2-carboxamide ClC=1C=C(C=CC1)N1N=CC=2C1=NC(=NC2NC(=O)C=2SC(=CC2)[N+](=O)[O-])C2=CC=C(C=C2)Cl